C(C1=CC=CC=C1)C1=C(C(=O)N)C=CC(=C1)C=1C2=C(N=C(N1)N1[C@H](CC1)C)CCC2 (S)-2-Benzyl-4-(2-(2-methylazetidin-1-yl)-6,7-dihydro-5H-cyclopenta[d]pyrimidin-4-yl)benzamide